methyl 2-(3-((2-(hydroxymethyl)-7-iodobenzofuran-5-yl)methoxy)phenyl)acetate OCC=1OC2=C(C1)C=C(C=C2I)COC=2C=C(C=CC2)CC(=O)OC